FC=1C=C(C=CC1OC1=CC=NC2=CC(=C(C=C12)OC)OCCNC1CC(C1)O)NC(=O)C1=C2C(=CN(C1=O)C1=CC=C(C=C1)F)CCO2 N-(3-fluoro-4-((7-(2-((3-hydroxycyclobutyl)amino)ethoxy)-6-methoxyquinolin-4-yl)oxy)phenyl)-5-(4-fluorophenyl)-6-oxo-2,3,5,6-tetrahydrofuro[3,2-c]pyridine-7-carboxamide